triethyl-methoxysilane C(C)[Si](OC)(CC)CC